4-((2-methyl-4-(2',3',4',5'-tetrahydro-[1,1'-biphenyl]-4-yl)-1H-benzo[d]imidazol-1-yl)methyl)phenol CC1=NC2=C(N1CC1=CC=C(C=C1)O)C=CC=C2C2=CC=C(C=C2)C=2CCCCC2